2-(2-{6-cyclopropyl-4-[4-fluoro-2-(4-methyl-1,2,4-triazol-3-yl)phenyl]Pyridin-2-yl}-7-methyl-1,3-benzoxazol-5-yl)-2-methylpropanoic acid methyl ester COC(C(C)(C)C=1C=C(C2=C(N=C(O2)C2=NC(=CC(=C2)C2=C(C=C(C=C2)F)C2=NN=CN2C)C2CC2)C1)C)=O